C(CCCC)(=O)O.NC(=O)N amino ketone valerate